(S)-5-(3-(3-fluorophenyl)-2-methyloctan-2-yl)benzene-1,3-diol FC=1C=C(C=CC1)[C@@H](C(C)(C)C=1C=C(C=C(C1)O)O)CCCCC